O1[C@@H](CCC=C1)CN[S@@](=O)C(C)(C)C (S)-N-[[(2S)-3,4-dihydro-2H-pyran-2-yl]methyl]-2-methyl-propane-2-sulfinamide